P(=O)(OCN1/C(/SC(=N1)OC)=N/C(=O)C=1C=NC(=CC1C1=CC(=NC=C1OC)Cl)C)(O)O (Z)-(2-((2'-chloro-5'-methoxy-6-methyl-[4,4'-bipyridine]-3-carbonyl)imino)-5-methoxy-1,3,4-thiadiazol-3(2H)-yl)methyl dihydrogen phosphate